ethyl 1-(2,6-dichloro-4-(trifluoromethoxy) phenyl)-5-methyl-1H-pyrazole-4-carboxylate ClC1=C(C(=CC(=C1)OC(F)(F)F)Cl)N1N=CC(=C1C)C(=O)OCC